ClC=1C=NC(=C(C(=O)NC2=CC(=CC=C2)[S@@](=O)(=N)C)C1C)OC1=C(C=C(C=C1)C#N)OC (R)-5-chloro-2-(4-cyano-2-methoxyphenoxy)-4-methyl-N-(3-(S-methylsulfonimidoyl)phenyl)nicotinamide